1-(2-Chloroethyl)-4-benzylpiperidine ClCCN1CCC(CC1)CC1=CC=CC=C1